ClC1=C(C=C(C=C1)Cl)[C@@H](C)N1C(=NC2=C1C=C(C(=C2)F)F)N2C[C@H]([C@@H](CC2)F)N (3R,4R)-1-(1-((1R)-1-(2,5-Dichlorophenyl)ethyl)-5,6-difluoro-1H-benzimidazol-2-yl)-4-fluoro-3-piperidinamin